Cl.C[C@H]1NCC[C@H](C1)C(=O)O (2R,4R)-2-methylpiperidine-4-carboxylate hydrochloride